ClC1=NC(=C(C(=N1)C1=CC=CC=C1)C#N)C1=CC=CC=C1 2-chloro-4,6-diphenyl-5-cyanopyrimidine